(Z)-5-((4-(tert-butyl)benzyl)thio)-N'-ethoxy-6-(1-methyl-5-(trifluoromethyl)-1H-benzo[d]imidazol-2-yl)pyrazine-2-carboxamide C(C)(C)(C)C1=CC=C(CSC=2N=CC(=NC2C2N(C3=C(N2C)C=CC(=C3)C(F)(F)F)OCC)C(=O)N)C=C1